nitrogen trifluoride N(F)(F)F